9',9''''-(4-(4-(2,6-diphenylpyridin-4-yl)phenyl)pyridine-2,6-diyl)bis(9'H-9,3':6',9''-tercarbazole) C1(=CC=CC=C1)C1=NC(=CC(=C1)C1=CC=C(C=C1)C1=CC(=NC(=C1)N1C2=CC=C(C=C2C=2C=C(C=CC12)N1C2=CC=CC=C2C=2C=CC=CC12)N1C2=CC=CC=C2C=2C=CC=CC12)N1C2=CC=C(C=C2C=2C=C(C=CC12)N1C2=CC=CC=C2C=2C=CC=CC12)N1C2=CC=CC=C2C=2C=CC=CC12)C1=CC=CC=C1